(tert-butyl 4-formyl-3-(2-(trifluoromethyl) pyrimidin-5-yl) phenyl) carbamate C(N)(OC1=C(C(=C(C=C1)C=O)C=1C=NC(=NC1)C(F)(F)F)C(C)(C)C)=O